N-(3-amino-2,4-difluorophenyl)-2-chloro-5-((1R,3R)-2,2-dichloro-3-(3-fluoro-5-(trifluoromethyl)phenyl)cyclopropane-1-carboxamido)benzamide NC=1C(=C(C=CC1F)NC(C1=C(C=CC(=C1)NC(=O)[C@@H]1C([C@H]1C1=CC(=CC(=C1)C(F)(F)F)F)(Cl)Cl)Cl)=O)F